N-(5-chloro-3-((2,6-dimethoxyphenyl)amino)pyrazin-2-yl)-6-ethoxypyridinecarboxamide ClC=1N=C(C(=NC1)NC(=O)C1=NC(=CC=C1)OCC)NC1=C(C=CC=C1OC)OC